bis(2,5,8,11,14-pentaoxabicyclo[13.4.0]nonadec-1(15),16,18-trien-17-ylmethyl) heptanedioate C(CCCCCC(=O)OCC1=CC=2OCCOCCOCCOCCOC2C=C1)(=O)OCC1=CC=2OCCOCCOCCOCCOC2C=C1